BrC=1C=CC2=C(C(=C(O2)C(=O)NC)C)C1 5-bromo-N,3-dimethylbenzofuran-2-carboxamide